7-(1-methyl-1H-pyrazol-4-yl)-3-((3-isopropoxy-3-oxopropyl)amino)benzo[e][1,2,4]triazine-1,4-dioxide CN1N=CC(=C1)C1=CC2=C([N+](=C(N=[N+]2[O-])NCCC(=O)OC(C)C)[O-])C=C1